2-[(1R)-2-[4-(1-{2,6-dimethyl-2H-pyrazolo[3,4-b]pyridin-5-yl}-5-methyl-4-(propan-2-yl)-1H-pyrazol-3-yl)-2H-indazol-2-yl]-1-phenylethoxy]ethan-1-ol CN1N=C2N=C(C(=CC2=C1)N1N=C(C(=C1C)C(C)C)C=1C2=CN(N=C2C=CC1)C[C@H](OCCO)C1=CC=CC=C1)C